S1C2=C(C=C1NC(C1=C(C=CC=C1)NS(=O)(=O)C1=CC=C(C=C1)C)=O)C=CC=C2 N-(Benzo[b]thiophen-2-yl)-2-((4-methylphenyl)sulfonamido)benzamid